tert-butyl N-[4-(benzyloxy)-1-bromo-8-methylnaphthalen-2-yl]carbamate C(C1=CC=CC=C1)OC1=CC(=C(C2=C(C=CC=C12)C)Br)NC(OC(C)(C)C)=O